((2-(2-(2-Chlorophenyl)acetamido)-6-(trifluoromethyl)pyridin-4-yl)carbamoyl)(3-((1R,4R)-4-((dimethylamino)methyl)-cyclohexyl)-1,2,3-oxadiazol-3-ium-5-yl)amide ClC1=C(C=CC=C1)CC(=O)NC1=NC(=CC(=C1)NC(=O)[N-]C1=C[N+](=NO1)C1CCC(CC1)CN(C)C)C(F)(F)F